S1N=C(C2=C1C=CC=C2)N2CCN(CC2)CCCOC2CN1C(CCC3=C(C=CC2=C13)Cl)=O (3-(4-(benzo[d]isothiazol-3-yl)piperazin-1-yl)propoxy)-7-chloro-5,6-dihydro-1H-pyrrolo[3,2,1-ij]quinolin-4(2H)-one